OC=1C=C2C(C=C(OC2=CC1)C1=CC=C(C=C1)O)=O 6-hydroxy-2-(4-hydroxyphenyl)-4H-chromen-4-one